[Na+].[Na+].C(=O)(O)C=1C(=C(C2=CC=CC=C2C1)N=NC1=C(C=C(C(=C1)Cl)C)S(=O)(=O)[O-])[O-] 2-[(3-carboxy-2-oxidonaphthalen-1-yl)diazenyl]-4-chloro-5-methylbenzenesulfonate disodium